(R)-1-(4-(2-(3-bromo-4-((S)-3-chloro-2-hydroxypropoxy)phenyl)propan-2-yl)phenoxy)-3-(1H-imidazol-1-yl)propan-2-ol BrC=1C=C(C=CC1OC[C@@H](CCl)O)C(C)(C)C1=CC=C(OC[C@@H](CN2C=NC=C2)O)C=C1